5-CHLORO-4-HYDROXY-1-METHYL-2-OXO-N-PHENYL-QUINOLINE-3-CARBOXAMIDE POTASSIUM SALT [K].ClC1=C2C(=C(C(N(C2=CC=C1)C)=O)C(=O)NC1=CC=CC=C1)O